[Fe].[Mg].[Ca] calcium-magnesium iron